CNCC1=C(C=CC=C1)C(F)(F)F N-methyl-1-[2-(trifluoromethyl)phenyl]methanamine